NC[C@@H]1[C@@H](C1)CN1CCC(CC1)NC(OC(C)(C)C)=O tert-butyl (1-(((1R,2S)-2-(aminomethyl)cyclopropyl)methyl) piperidin-4-yl)carbamate